(R)-(4-(4-cyclopropylpyrazolo[1,5-a]pyridin-2-yl)-1,4,6,7-tetrahydro-5H-imidazo[4,5-c]pyridin-5-yl)(5-(1-methyl-1H-pyrazol-3-yl)-1,3,4-oxadiazol-2-yl)methanone C1(CC1)C=1C=2N(C=CC1)N=C(C2)[C@@H]2N(CCC1=C2N=CN1)C(=O)C=1OC(=NN1)C1=NN(C=C1)C